OC1(CCC(CC1)CN)C [(cis-4-hydroxy-4-methylcyclohexyl)methyl]amin